4-amino-7-cyclopropyl-1-(6,7-dihydro-5H-pyrrolo[1,2-c]imidazol-7-yl)pyrido[2,3-d]pyrimidin-2-one NC=1C2=C(N(C(N1)=O)C1CCN3C=NC=C31)N=C(C=C2)C2CC2